C(C)(C)(C)C1=CC=C(C=C1)C1=NC(=NC(=N1)Cl)C1=CC=C(C#N)C=C1 4-(4-(4-(tert-butyl)phenyl)-6-chloro-1,3,5-triazin-2-yl)benzonitrile